[Si](C1=CC=CC=C1)(C1=CC=CC=C1)(C(C)(C)C)OC[C@H]1N(CC(=C1)C1=CCCC1)C(=O)OC(C)(C)C tert-butyl (S)-2-(((tert-butyldiphenylsilyl)oxy)methyl)-4-(cyclopent-1-en-1-yl)-2,5-dihydro-1H-pyrrole-1-carboxylate